ClC1=C(C=CC(=C1)Cl)N1OCC(C1=O)(C)C 2,4-dichlorophenyl-4,4-dimethyl-3-isoxazolidinone